1-bromo-4-(1-phenylcyclopropyl)benzene BrC1=CC=C(C=C1)C1(CC1)C1=CC=CC=C1